[N+](=O)([O-])C=1C=C2C=NN(C2=CC1)C1COC1 5-nitro-1-(oxetan-3-yl)indazole